2-oxo-2-[(2R,5S)-2-[2-(1,3-dimethyl-4-piperidyl)-1,3-benzothiazol-5-yl]-5-methyl-1-piperidyl]acetamide O=C(C(=O)N)N1[C@H](CC[C@@H](C1)C)C=1C=CC2=C(N=C(S2)C2C(CN(CC2)C)C)C1